C(C)OC(C(Br)(F)F)=O ethyl-2,2-difluoro-2-bromoacetic acid